Cl.Cl.N(=NC(C)(C)C=1N(CCN1)CCO)C(C)(C)C=1N(CCN1)CCO 2,2'-azobis{2-[1-(2-hydroxyethyl)-2-imidazoline-2-yl]propane} dihydrochloride